2-(3-(2,3-dihydrobenzo[b][1,4]dioxin-6-yl)-3-oxopropyl)isoindole-1,3-dione O1C2=C(OCC1)C=C(C=C2)C(CCN2C(C1=CC=CC=C1C2=O)=O)=O